Carbobenzoxy-L-valyl-L-glycyl-L-arginine C(=O)(OCC1=CC=CC=C1)N[C@@H](C(C)C)C(=O)NCC(=O)N[C@@H](CCCNC(N)=N)C(=O)O